1H-INDAZOLE-7-BORONIC ACID N1N=CC2=CC=CC(=C12)B(O)O